BrC1=C(C(=C(C=C1)F)F)OC 1-bromo-3,4-difluoro-2-methoxy-benzene